[Ru].[Ni].[Cu] copper-nickel-ruthenium